2,5-bis(2-diphenylphosphino-phenyl)aniline methyl-(7-(butylamino)-1-(2-methoxy-4-(methoxy(methyl)carbamoyl)-benzyl)-1H-pyrazolo[4,3-d]pyrimidin-5-yl)carbamate CN(C(O)=O)C=1N=C(C2=C(N1)C=NN2CC2=C(C=C(C=C2)C(N(C)OC)=O)OC)NCCCC.C2(=CC=CC=C2)P(C2=C(C=CC=C2)C2=C(N)C=C(C=C2)C2=C(C=CC=C2)P(C2=CC=CC=C2)C2=CC=CC=C2)C2=CC=CC=C2